BrCCCS(=O)(=O)CC1=CC=C(C=C1)OC 1-[(3-bromopropanesulfonyl)methyl]-4-methoxybenzene